C(C1=CC=CC=C1)(C1=CC=CC=C1)N1[C@H]2CN([C@@H](C1)C2)CC=2C(=C1CN(C(C1=CC2)=O)C2C(NC(CC2)=O)=O)F 3-(5-(((1R,4R)-5-benzhydryl-2,5-diazabicyclo[2.2.1]heptane-2-yl)methyl)-4-fluoro-1-oxoisoindolin-2-yl)piperidine-2,6-dione